ONC(CCCCCCN1CCC(CC1)N(C1=CC=C(C=C1)C(F)(F)F)C1=CC=CC=C1)=O N-(7-(hydroxyamino)-7-oxoheptyl)-4-(phenyl(4-(trifluoromethyl)phenyl)amino)piperidine